11-(2-((4-methoxybenzyl)oxy)ethyl)eicosanoic acid (Z)-oct-2-en-1-yl ester C(\C=C/CCCCC)OC(CCCCCCCCCC(CCCCCCCCC)CCOCC1=CC=C(C=C1)OC)=O